CS(=O)(=O)NCC1=CC=C(C=C1)CC(=O)O 2-(4-(Methanesulphonamidomethyl)phenyl)acetic acid